tert-butyl (R)-3-(methyl(1-methyl-4-(4-(trifluoromethyl)phenyl)-1H-pyrrolo[2,3-d]pyridazin-7-yl)amino)piperidine-1-carboxylate CN([C@H]1CN(CCC1)C(=O)OC(C)(C)C)C=1N=NC(=C2C1N(C=C2)C)C2=CC=C(C=C2)C(F)(F)F